1,4-Bis(1-(triethoxysilyl)ethyl)hexahydro-1,4-diazin C(C)O[Si](C(C)N1CCN(CC1)C(C)[Si](OCC)(OCC)OCC)(OCC)OCC